(3-methylpyrrolidin-3-yl)-[4-[5-(trifluoromethyl)pyrimidin-2-yl]piperazin-1-yl]methanone CC1(CNCC1)C(=O)N1CCN(CC1)C1=NC=C(C=N1)C(F)(F)F